Isovaleric Acid-d C(CC(C)C)(=O)O[2H]